fluorophenyl-thioisocyanate FC1=C(C=CC=C1)SN=C=O